CN([C@@H](CCOC1=CC=CC=C1)C(=O)O)C(=O)OC(C)(C)C methyl-N-(tert-butoxycarbonyl)-O-phenyl-L-homoserine